(Z)-2-cyano-3-hydroxy-3-(5-methylisoxazol-4-yl)-N-(5-(phenylethynyl)pyrimidin-2-yl)acrylamide C(#N)/C(/C(=O)NC1=NC=C(C=N1)C#CC1=CC=CC=C1)=C(\C=1C=NOC1C)/O